2-methyl-5-((2R,4S)-2-((((R)-1-(naphthalen-1-yl)ethyl)amino)methyl)chroman-4-yl)benzoic acid, hydrochloride Cl.CC1=C(C(=O)O)C=C(C=C1)[C@@H]1C[C@@H](OC2=CC=CC=C12)CN[C@H](C)C1=CC=CC2=CC=CC=C12